2-[4-(o-tolyl)-2-oxo-chromen-7-yl]oxypropionic acid C1(=C(C=CC=C1)C1=CC(OC2=CC(=CC=C12)OC(C(=O)O)C)=O)C